C(CCC)/C(/C(=O)O)=C/C(=O)O.C(\C=C/C(=O)O)(=O)OCCCC n-butyl maleate (n-butyl maleate)